5-ethoxycarbonyl-bicyclo[2.2.1]hept-2-ene C(C)OC(=O)C1C2C=CC(C1)C2